2-fluoro-4-(2,4,6-triisopropylphenyl)pyridine FC1=NC=CC(=C1)C1=C(C=C(C=C1C(C)C)C(C)C)C(C)C